C(C)N(C=1C=C(OC2=C3C=CC(=CC3=CC=C2)N(CC)CC)C=CC1)CC 5-(3-(diethylamino)phenoxy)-N,N-diethylnaphthalen-2-amine